N[C@H](C(=O)O)CCNC(CCl)=O (2S)-2-amino-4-[(2-chloroacetyl)amino]butanoic acid